C(C)(C)(C)OC(=O)N1C[C@H]([C@@H](C1)C(F)(F)F)N trans-3-amino-4-(trifluoromethyl)pyrrolidine-1-carboxylic acid tert-butyl ester